FC1=C(C=C(C=C1)S(=O)(=O)N)C(C)(C)O 4-fluoro-3-(2-hydroxypropan-2-yl)benzenesulfonamide